[C@H]1([C@H](O)[C@@H](O)[C@@H](O)[C@H](O1)CO)Br α-galactosyl bromide